2-bromo-2-phenylbutyric acid ethyl ester C(C)OC(C(CC)(C1=CC=CC=C1)Br)=O